(2-(4-bromophenyl)-4-(trifluoromethyl)-1H-imidazol-1-yl)azetidine-1-carboxylic acid tert-butyl ester C(C)(C)(C)OC(=O)N1C(CC1)N1C(=NC(=C1)C(F)(F)F)C1=CC=C(C=C1)Br